C1(=CC=C(C=C1)C=1C=CC2=C(C1)C=1N=CN=C(C1O2)C2=CC(=CC=C2)N2C1=CC=CC=C1C=1C=CC(=CC21)C=2C=CC=1N(C3=CC=CC=C3C1C2)C2=CC=CC=C2)C2=CC=CC=C2 8-(1,1'-biphenyl-4-yl)-4-{3-[2-(N-phenyl-9H-carbazol-3-yl)-9H-carbazol-9-yl]phenyl}-benzofuro[3,2-d]pyrimidine